O1C(=NC=C1)CNC(=O)C1=NC(=CC=C1)N1CCN(CCC1)C1CCN(CC1)C(C)C N-(1,3-Oxazol-2-ylmethyl)-6-{4-[1-(Propan-2-yl)piperidin-4-yl]-1,4-diazepan-1-yl}pyridine-2-carboxamide